N1=C(N=CN=C1)N [1,3,5]Triazin-2-amine